[Si](C1=CC=CC=C1)(C1=CC=CC=C1)(C(C)(C)C)O[C@@H]1CC[C@H](CC1)C=O trans-4-((tert-butyldiphenylsilyl)oxy)cyclohexane-carbaldehyde